CN(C1CCC(CC1)C1(OC2=C(C1)C(=C(C(=C2C)C(=O)OC)\C=C\OCC)F)C)C methyl (E)-2-(4-(dimethylamino) cyclohexyl)-5-(2-ethoxyvinyl)-4-fluoro-2,7-dimethyl-2,3-dihydrobenzofuran-6-carboxylate